C(C1=CC=CC=C1)OC[C@H]1N2CCC(C1)C2 (2s)-2-((benzyloxy)methyl)-1-azabicyclo[2.2.1]heptane